ClC1=C(C=CC(=C1)C1=NN(C=N1)C1=CC=C(C=C1)C(F)(F)F)NC(=O)\N=C\1/SCC(N1C1=C(C=CC(=C1)N(C)C)CCC)=O (Z)-1-(2-chloro-4-(1-(4-(trifluoromethyl)phenyl)-1H-1,2,4-triazol-3-yl)phenyl)-3-(3-(5-(dimethylamino)-2-propylphenyl)-4-oxothiazolidin-2-ylidene)urea